ClC=1C(=C(C(=CC1N1CC(CC1)(C1N(CCCC1)C)OC)F)S(=O)(=O)NC1=NC(=CC=C1)F)F 3-chloro-2,6-difluoro-N-(6-fluoropyridin-2-yl)-4-(3-methoxy-3-(1-methylpiperidin-2-yl)pyrrolidin-1-yl)benzenesulfonamide